6-cyanopicoline C(#N)C1=CC=CC(=N1)C